ClC=1C=C(C(=NC1)NC1C[C@H]2CC[C@@H](C1)N2C(=O)OC(C)(C)C)[N+](=O)[O-] tert-Butyl (1R,3r,5S)-3-((5-chloro-3-nitropyridin-2-yl)amino)-8-azabicyclo[3.2.1]octane-8-carboxylate